4-methyl-6-((5-oxo-2,5-dihydro-1H-pyrazol-3-yl)methyl)-4,6-dihydro-5H-thiazolo[5',4':4,5]pyrrolo[2,3-d]pyridazin-5-one CN1C2=C(C3=C1C(N(N=C3)CC=3NNC(C3)=O)=O)SC=N2